C(C)C1(COC1)CCC1(COC1)CC 3-ethyl-3-{[(3-ethyloxetane-3-yl)Methyl]methyl}oxetane